dimethyl furan-2,4-dicarboxylate O1C(=CC(=C1)C(=O)OC)C(=O)OC